azo-bis-valeronitrile N(=NCCCCC#N)CCCCC#N